phosphorus nitrogen [N].[P]